FC(C1(CC1)C1=C(C=CC=C1)N1C(N=CC2=C1N=CC=C2)=O)(F)F (2-(1-(trifluoromethyl)cyclopropyl)phenyl)pyrido[2,3-d]pyrimidin-2(1H)-one